[Si](C)(C)(C(C)(C)C)OCCN1N=C(C(=C1)C1=NC=NC2=CC(=C(C=C12)NC(C1=C(C=CC=C1)F)=O)OC)C1=CC=CC=C1 N-(4-(1-(2-((tert-butyldimethylsilyl)oxy)ethyl)-3-phenyl-1H-pyrazol-4-yl)-7-methoxyquinazolin-6-yl)-2-fluorobenzamide